FC1=C(OCC2=C(C=C(C=C2)N2C(NC(CC2)=O)=O)F)C(=CC=C1F)C=1N=C(SC1)N1CCOCC1 1-(4-((2,3-difluoro-6-(2-morpholinothiazol-4-yl)phenoxy)methyl)-3-fluorophenyl)dihydropyrimidine-2,4(1H,3H)-dione